C(C)(C)(C)C1=CC=C(C=C1)CCC=O 3-(4-tert-butyl-phenyl)-propanal